N-[2-amino-8-(4,4-difluoropiperidinyl)-3-methyl(6-quinolyl)](2-(6-azaspiro[2.5]octane-6-yl)-4-{[(2-hydroxyethyl)sulfonyl]amino}phenyl)carboxamide NC1=NC2=C(C=C(C=C2C=C1C)NC(=O)C1=C(C=C(C=C1)NS(=O)(=O)CCO)N1CCC2(CC2)CC1)N1CCC(CC1)(F)F